5-(4-(diethylamino)phenyl)-N-methylthiophen-3-amine C(C)N(C1=CC=C(C=C1)C1=CC(=CS1)NC)CC